OCCCCCCCCCC(=O)OC 10-Hydroxydecanoic acid, methyl ester